N-(2-Cyclopropylethyl)-2-methoxy-4-(pyridin-3-yl)-1H-imidazole-1-carboxamide C1(CC1)CCNC(=O)N1C(=NC(=C1)C=1C=NC=CC1)OC